FC1=C(C=2C=CN=CC2C(=C1)C(O[Si](C(C)(C)C)(C)C)CO[Si](C(C)(C)C)(C)C)C=O 6-fluoro-8-(2,2,3,3,8,8,9,9-octamethyl-4,7-dioxa-3,8-disiladecan-5-yl)isoquinoline-5-carbaldehyde